4-(5-phenyl-4,5-dihydro-isoxazol-3-yl)benzoic acid C1(=CC=CC=C1)C1CC(=NO1)C1=CC=C(C(=O)O)C=C1